N1CC(C1)CN1C(C(N(C(C1([2H])[2H])([2H])[2H])C1=CC(=C2C(N(C(C2=C1)=O)C1C(NC(CC1)=O)=O)=O)F)([2H])[2H])([2H])[2H] 6-(4-(azetidin-3-ylmethyl)piperazin-1-yl-2,2,3,3,5,5,6,6-d8)-2-(2,6-dioxopiperidin-3-yl)-4-fluoroisoindoline-1,3-dione